CN1N=C(C2=CC=CC=C2C1=O)C1=CC=C(C=C1)S(=O)(=O)N (4-(3-methyl-4-oxo-3,4-dihydro-phthalazin-1-yl)phenyl)sulfonamide